(2,3-dihydro-1,4-benzoxazepin-4(5H)-yl)(4,5,6,7-tetrahydro-1,2-benzisoxazol-3-yl)-methanone O1CCN(CC2=C1C=CC=C2)C(=O)C2=NOC1=C2CCCC1